C(C=C)(=O)N1CCC(CC1)NC=1C=C2C(=NC=NC2=CC1OC)NC1=C(C=C(OC2=NN(C=C2)C=2C=NC(=C(C#N)C2)C)C=C1)F 5-(3-(4-((6-((1-acryloylpiperidin-4-yl)amino)-7-methoxyquinazolin-4-yl)amino)-3-fluorophenoxy)-1H-pyrazol-1-yl)-2-methylnicotinonitrile